carbonic acid (5-methyl-2-oxo-1,3-dioxol-4-yl) methyl ester COC(OC=1OC(OC1C)=O)=O